BrC1=C(C=CC(=C1)Br)B(O)O 2,4-dibromophenylboronic acid